3-bromo-N-[2-(2,6-dioxopiperidin-3-yl)-1,3-dioxoisoindolin-4-yl]propionamide BrCCC(=O)NC1=C2C(N(C(C2=CC=C1)=O)C1C(NC(CC1)=O)=O)=O